C(C)C1=C2C(=NC(=NC2=CC=C1C=1C(=NOC1C)C)Cl)NCC1=CC(=CC=C1)Cl ethyl-2-chloro-N-(3-chlorobenzyl)-6-(3,5-dimethylisoxazol-4-yl)quinazolin-4-amine